ClC1=NC=C(C(=C1)NC1CC(CCC1)NCCF)C1=NN(C=C1)C(F)F N1-(2-Chloro-5-(1-(difluoromethyl)-1H-pyrazol-3-yl)pyridin-4-yl)-N3-(2-fluoroethyl)cyclohexane-1,3-diamine